1,2-diphenyl-4-(2-(phenylsulfinyl)ethyl)pyrazolidine-3,5-dione C1(=CC=CC=C1)N1N(C(C(C1=O)CCS(=O)C1=CC=CC=C1)=O)C1=CC=CC=C1